C(C)(C)(C)OC(=O)N1CC=2N(C(=NC2C1)C1=NN(C2=CC=C(C=C12)[N+](=O)[O-])C1OCCCC1)COCC[Si](C)(C)C 2-(5-nitro-1-(tetrahydro-2H-pyran-2-yl)-1H-indazol-3-yl)-1-((2-(trimethylsilyl)ethoxy)methyl)-4,6-dihydropyrrolo[3,4-d]imidazole-5(1H)-carboxylic acid tert-butyl ester